3-benzyl-5-chloro-1,2,4-thiadiazole C(C1=CC=CC=C1)C1=NSC(=N1)Cl